6,6,6-trifluorohexa-1,3-diene FC(CC=CC=C)(F)F